N-(2-(Methoxymethyl)-2H-1,2,3-triazol-4-yl)-4-(tributylstannyl)pyrimidin-2-amine COCN1N=CC(=N1)NC1=NC=CC(=N1)[Sn](CCCC)(CCCC)CCCC